(S)-6-((4-bromo-2,3-dihydro-1H-inden-1-yl)oxy)-2-methoxy-5-chloronicotinaldehyde BrC1=C2CC[C@@H](C2=CC=C1)OC1=NC(=C(C=O)C=C1Cl)OC